C1CCN2CCCC12COC1=NC2=CC=CC=C2C=N1 ((tetrahydro-1H-pyrrolizin-7a(5H)-yl)methoxy)quinazoline